C1(NC=CC2=CC=CC=C12)=O isoquinoline-1(2H)-one